COC1=CC=C(CN(C(=O)OC=2C=CC=C(C2)N(C)C)CC2=CC=C(C=C2)OC)C=C1 5-[bis(4-methoxybenzyl)aminocarbonyloxy]dimethylaminobenzene